(1R,3R)-1-(4-(azetidin-3-yloxy)phenyl)-2-(bicyclo[1.1.1]pentan-1-yl)-3-methyl-2,3,4,9-tetrahydro-1H-pyrido[3,4-b]indole N1CC(C1)OC1=CC=C(C=C1)[C@H]1N([C@@H](CC2=C1NC1=CC=CC=C21)C)C21CC(C2)C1